(3-(((4-(2-((6-(pyridazin-4-yl)-1H-indazol-4-yl)oxy)ethoxy)butyl)amino)methyl)-5-(trifluoromethyl)phenyl)methanol N1=NC=C(C=C1)C1=CC(=C2C=NNC2=C1)OCCOCCCCNCC=1C=C(C=C(C1)C(F)(F)F)CO